2-(1-(tert-butoxycarbonyl)azetidin-3-yl)-4-hydroxybutyric acid C(C)(C)(C)OC(=O)N1CC(C1)C(C(=O)O)CCO